N-hydroxy-4-((S)-6-(3-methylbenzoyl)-5-azaspiro[2.4]heptan-5-yl)-4-oxobutanamide ONC(CCC(=O)N1CC2(CC2)C[C@H]1C(C1=CC(=CC=C1)C)=O)=O